C(#N)C(=C(C=CN(C)C)OC)C#N 1,1-dicyano-2-methoxy-4-(N,N-dimethylamino)-1,3-butadiene